C(C)N(CC)[Mo](N(C(C)C)C(C)C)(N(CC)CC)N(CC)CC tris(diethylamino)(diisopropylamino)molybdenum